methyl 4-isopropoxy-2-(4-((1-methyl-1H-benzo[d]imidazol-2-yl)methyl)piperazin-1-yl)benzoate C(C)(C)OC1=CC(=C(C(=O)OC)C=C1)N1CCN(CC1)CC1=NC2=C(N1C)C=CC=C2